acrylic cyclopentanoic anhydride C1(CCCC1)C(=O)OC(C=C)=O